COC=1C=C2C(=NC=NC2=CC1OC)OC12CC(C1)(C2)N2C(N(CC2=O)C=2C=NC=C(C2)C(F)(F)F)=O 3-{3-[(6,7-dimethoxy-4-quinazolinyl)oxy]bicyclo[1.1.1]pent-1-yl}-1-[5-(trifluoromethyl)-3-pyridinyl]-2,4-imidazolidinedione